Bismuth tris(diethylamine) C(C)NCC.C(C)NCC.C(C)NCC.[Bi]